Cl.NC1=C(C=C(OC2=CC=NC=3NC(C=NC32)=O)C=C1)C(C)C 8-(4-amino-3-isopropylphenoxy)pyrido[2,3-b]pyrazin-3(4H)-one hydrochloride